ClC1=CN(C2=CC=C(C=C12)OC(F)(F)F)C(=O)[O-] 3-chloro-5-(trifluoromethoxy)-1H-indole-1-carboxylate